C(C)(C)(C)C=1C=C(C=C(C1O)C(C)(C)C)C(C(=O)O)C (3,5-di-tert-butyl-4-hydroxyphenyl)-propionic acid